2-(4-methoxyphenyl)-4,4,5,5-tetramethyl-1,3,2-dioxaborolan COC1=CC=C(C=C1)B1OC(C(O1)(C)C)(C)C